CN1CCN(CC1)CCC[SiH](C1=CC=C(C=C)C=C1)COCC 4-[[3-(4-methylpiperazine-1-yl)propyl]ethoxymethylsilyl]styrene